OC1=C(C(=CC(=C1)C(F)(F)F)C)C=1C=NC=2C(N1)=NN(C2)C[C@H]2CC(N(C2)C(C)C)=O (S)-4-((6-(2-hydroxy-6-methyl-4-(trifluoromethyl)phenyl)-2H-pyrazolo[3,4-b]pyrazin-2-yl)methyl)-1-isopropylpyrrolidin-2-one